ClC=1C(=CC(=NC1)OC)C1=CC(=NN1)C(=O)N1CCC(CC1)C(=O)NCC1CN(CCO1)C 1-[5-(5-chloro-2-methoxypyridin-4-yl)-1H-pyrazole-3-carbonyl]-N-[(4-methylmorpholin-2-yl)methyl]piperidine-4-carboxamide